5-chloro-4-(trifluoromethyl)picolinamide ClC=1C(=CC(=NC1)C(=O)N)C(F)(F)F